C(C)(C)(C)OC(=O)N1C[C@H](OCC1)C(=O)O (2S)-4-(tert-butoxycarbonyl)morpholine-2-carboxylic acid